Phosphoric acid tripotassium salt [K+].[K+].[K+].P([O-])([O-])([O-])=O